1-[2-(2,6-dioxopiperidin-3-yl)-1,3-dioxoisoindolin-5-yl]piperidine-4-carboxaldehyde O=C1NC(CCC1N1C(C2=CC=C(C=C2C1=O)N1CCC(CC1)C=O)=O)=O